1-(3-fluorophenyl)-5-(furan-2-ylmethylene)-2-thioxodihydropyrimidine-4,6(1H,5H)-dione FC=1C=C(C=CC1)N1C(NC(C(C1=O)=CC=1OC=CC1)=O)=S